osmium (II) hexafluorophosphate F[P-](F)(F)(F)(F)F.[Os+2].F[P-](F)(F)(F)(F)F